COC1=CC(=NC(=C1C#N)C)N1N=NC(=C1)CN1C[C@H](NCC1)C=1C(=C2COC(C2=CC1)=O)C (R)-4-methoxy-2-methyl-6-(4-((3-(4-methyl-1-oxo-1,3-dihydroisobenzofuran-5-yl)piperazin-1-yl)methyl)-1H-1,2,3-triazol-1-yl)nicotinonitrile